COC([C@@H](N(C(=O)N1C[C@H](N(CC1)C(=O)C1[N@@](C1)C(C1=CC=CC=C1)(C1=CC=CC=C1)C1=CC=CC=C1)C)C)C(C)C)=O N-methyl-N-((R)-3-methyl-4-((R)-1-trityl-aziridine-2-carbonyl)piperazine-1-carbonyl)-L-valine methyl ester